3-(2-(4-(benzo[b]thiophen-4-yl)piperazin-1-yl)ethyl)cyclobutan-1-amine hydrochloride Cl.S1C2=C(C=C1)C(=CC=C2)N2CCN(CC2)CCC2CC(C2)N